furan-2-sulfonyl chloride O1C(=CC=C1)S(=O)(=O)Cl